2-(2,5-dioxo-2,5-dihydro-1H-pyrrol-1-yl)-3-phenylpropionic acid methyl ester COC(C(CC1=CC=CC=C1)N1C(C=CC1=O)=O)=O